ClC1=C(C(=O)OC)C=C(C=C1)OC1=NC2=C(N1)C=C(C(=C2)C2=CC=C(C=C2)C2=CC=C(C=C2)CN2CC(C2)COCCO)Cl methyl 2-chloro-5-((6-chloro-5-(4'-((3-((2-hydroxyethoxy)methyl)azetidin-1-yl)methyl)-[1,1'-biphenyl]-4-yl)-1H-benzo[d]imidazol-2-yl)oxy)benzoate